NC1=NC=CC=C1C1=NC=2C(=NC(=CC2)C2=CC=CC=C2)N1C=1C=C2CCC(C2=CC1)C(=O)OC methyl 5-[2-(2-aminopyridin-3-yl)-5-phenylimidazo[4,5-b]pyridin-3-yl]-2,3-dihydro-1H-indene-1-carboxylate